ClCC(C[N+](CC)(CC)CC)O 3-chloro-2-hydroxypropyltriethylammonium